FC1(CCC(CC1)CN1[C@H](CN(CC1)CC1=CC=2N(C=C1)N=CC2N2C(NC(CC2)=O)=O)C)F (S)-1-(5-((4-((4,4-difluorocyclohexyl)methyl)-3-methylpiperazin-1-yl)methyl)pyrazolo[1,5-a]pyridin-3-yl)dihydropyrimidine-2,4(1H,3H)-dione